2-(tert-butyl)-1'-(3-(ethylamino)-8-methylquinoline-6-carbonyl)-5H-spiro[benzo[d]thiazol-6,4'-piperidin]-4(7H)-one C(C)(C)(C)C=1SC2=C(N1)C(CC1(CCN(CC1)C(=O)C=1C=C3C=C(C=NC3=C(C1)C)NCC)C2)=O